FC1=C(C(=CC(=C1)F)OCCOC)C=1C2=C(C(=NC1NC(=O)C1CNCC1)C=1C=C3C=NN(C3=CC1)C)C=CS2 N-(7-(2,4-difluoro-6-(2-methoxyethoxy)phenyl)-4-(1-methyl-1H-indazol-5-yl)thieno[3,2-c]pyridin-6-yl)pyrrolidine-3-carboxamide